NC=1C2=C(N=CN1)N(C(=C2C2=CC[C@@H](CC2)C(=O)N2[C@@H](CCC2)COC)C=2C(=NC(=CC2)C#C)C)C ((R)-4-(4-amino-6-(6-ethynyl-2-methylpyridin-3-yl)-7-methyl-7H-pyrrolo[2,3-d]pyrimidin-5-yl)cyclohex-3-en-1-yl)((S)-2-(methoxymethyl)pyrrolidin-1-yl)methanone